Cl.N1[C@H](COCC1)CO (3S)-morpholin-3-ylmethanol hydrochloride